acryloyloxy-3-hydroxypropyl phosphonate P(OCCC(O)OC(C=C)=O)([O-])=O